C1(CC1)C1=NC2=C(N1)C=C(C=C2C(=O)C2OCCC2)C2=C(N=NN2C)C 2-cyclopropyl-6-(1,4-dimethyl-1H-1,2,3-triazol-5-yl)-4-(tetrahydrofuran-2-carbonyl)-1H-benzo[d]imidazole